N-(bis(2-(trimethylsilyl)phenyl)phosphaneyl)-N-methyl-1,1-bis(4-(tributylsilyl)phenyl)phosphanamine C[Si](C1=C(C=CC=C1)P(N(P(C1=CC=C(C=C1)[Si](CCCC)(CCCC)CCCC)C1=CC=C(C=C1)[Si](CCCC)(CCCC)CCCC)C)C1=C(C=CC=C1)[Si](C)(C)C)(C)C